COC=1C=C(C=C(C1OC)OC)C=O (3,4,5-trimethoxyphenyl)methanone